C(C)(C)(C)OCCN(CCC(C(=O)O)NC(=O)N1C(CC1)C)CCCCC1=NC=2NCCCC2C=C1 4-[2-tert-butoxyethyl-[4-(5,6,7,8-tetrahydro-1,8-naphthyridin-2-yl)butyl]amino]-2-[[2-methylazetidine-1-carbonyl]amino]butanoic acid